ethyl-pyridine diazoacetate [N+](=[N-])=CC(=O)O.C(C)C1=NC=CC=C1